C(C)(C)N(C=1N=C(C(=NC1C)C(=O)N)NC1=CC(=CC=C1)CCNC([C@H](C)NC)=O)C 5-[isopropyl(methyl)amino]-6-methyl-3-[3-[2-[[(2S)-2-(methylamino)propanoyl]amino]ethyl]anilino]pyrazine-2-carboxamide